C(C=C)OC(C(C)(C)OC(C1=C(C=C(C(=C1)N1C(N(C(=CC1=O)C(F)F)N)=O)F)Br)=O)=O 1-(allyloxy)-2-methyl-1-oxopropan-2-yl-5-[3-amino-4-(difluoromethyl)-2,6-dioxo-3,6-dihydropyrimidin-1(2H)-yl]-2-bromo-4-fluorobenzoate